ClCC(=O)NC1=CC=2C(C=3N=C(N=CC3C2C=C1)C(F)(F)F)=O 2-chloro-N-(9-oxo-2-(trifluoromethyl)-9H-indeno[2,1-d]pyrimidin-7-yl)acetamide